(8aR,12aR)-2-(4-fluorophenyl)-8,8,11-trimethyl-2-(2-oxopropyl)-5-pentyl-8a,9,10,12a-tetrahydro-4H,8H-benzo[c][1,3]dioxino[4,5-f]chromen-4-one FC1=CC=C(C=C1)C1(OC(C=2C(=C3[C@H]4[C@H](C(OC3=CC2CCCCC)(C)C)CCC(=C4)C)O1)=O)CC(C)=O